NC1=NC(=NC(=N1)C1CC1)SC 2-amino-4-cyclopropyl-6-methylthio-1,3,5-triazine